3-(5-chlorobenzo[d]thiazol-2-yl)bicyclo[1.1.1]pentan-1-amine ClC=1C=CC2=C(N=C(S2)C23CC(C2)(C3)N)C1